3-((3-Exo)-3-((7-((1-methyl-1H-imidazol-4-yl)amino)-1,6-naphthyridin-5-yl)amino)-8-azabicyclo[3.2.1]oct-8-yl)propionitrile CN1C=NC(=C1)NC1=NC(=C2C=CC=NC2=C1)NC1CC2CCC(C1)N2CCC#N